C1(=CC=CC=C1)[C@H](C1=C(C=CC2=CC=CC=C12)O)N1CCCC1 (R)-1-(phenyl-(pyrrolidin-1-yl)methyl)naphthalen-2-ol